methyl 6-(2-methoxy-4-(trifluoromethyl)phenyl)pyridazine-3-carboxylate COC1=C(C=CC(=C1)C(F)(F)F)C1=CC=C(N=N1)C(=O)OC